6-(2-hydroxy-5-iodobenzylamino)-9-β-D-arabinofuranosylpurine OC1=C(CNC2=C3N=CN(C3=NC=N2)[C@H]2[C@@H](O)[C@H](O)[C@H](O2)CO)C=C(C=C1)I